Cl.Cl.N(N)C1CS(CC1)(=O)=O 3-hydrazinotetrahydrothiophene 1,1-dioxide dihydrochloride